1-(4-Chlorophenyl)-3-pyrazolol ClC1=CC=C(C=C1)N1N=C(C=C1)O